ClCCC[Si](OC)(OC)C γ-chloropropylmethyl-Dimethoxysilane